C(CCCCCCCCCCCCCCCCCCCCCCC)(=O)OC(C(=C)C)=O.C1(=CC=CC=C1)C1=C(C(=NN=N1)C1=C2C(=CC(=C1C1=CC=CC3=CC=CC=C13)C1=CC=CC=C1)N=C1C=CC3=C4C=CC=CC4=NC3=C12)C1=CC=CC=C1 di(phenyl)[(phenyl)(naphthyl)indolocarbazolyl]triazine tetracosanoyl-methacrylate